1,4-di-isocyanatomethyl-2,3,5,6-tetramethylbenzene N(=C=O)CC1=C(C(=C(C(=C1C)C)CN=C=O)C)C